2-benzyl-5-(4-fluorophenyl)-4-methylsulfanyl-1,2-dihydro-3H-benzo[c]azepin-3-one C(C1=CC=CC=C1)N1CC2=C(C(=C(C1=O)SC)C1=CC=C(C=C1)F)C=CC=C2